N,N-diethylquinoxalin-2-amine hydrochloride Cl.C(C)N(C1=NC2=CC=CC=C2N=C1)CC